((3S,4S)-8-(5-bromo-3-(hydroxymethyl)-6-methylpyrazin-2-yl)-3-methyl-2-oxa-8-azaspiro[4.5]Dec-4-yl)carbamic acid tert-butyl ester C(C)(C)(C)OC(N[C@@H]1[C@@H](OCC12CCN(CC2)C2=NC(=C(N=C2CO)Br)C)C)=O